C(=O)O.N1CC(C1)OC=1C=C2C(N(C(C2=CC1)=O)C1C(NC(CC1)=O)=O)=O 5-(azetidin-3-yloxy)-2-(2,6-dioxopiperidin-3-yl)isoindole-1,3-dione formate